FC1=CC=C(CN2C(=NC=3N(C(N(C(C23)=O)CCCO)=O)C)OC2=C(C=CC=C2)C(F)(F)F)C=C1 7-(4-fluorobenzyl)-1-(3-hydroxypropyl)-3-methyl-8-(2-(trifluoromethyl)phenoxy)-1H-purine-2,6(3H,7H)-dione